3-Iodobenzyl bromide IC=1C=C(CBr)C=CC1